O1CCOC12CCN(CC2)CCNCC2=C(C=C(C=C2)NC(C2=CC(=C(C=C2)C)C#CC2=CN=C1N2N=CC=C1)=O)C(F)(F)F N-(4-(((2-(1,4-dioxa-8-azaspiro[4.5]decan-8-yl)ethyl)amino)methyl)-3-(trifluoromethyl)phenyl)-3-(imidazo[1,2-b]pyridazin-3-ylethynyl)-4-methylbenzamide